N-(3-Chloro-4-fluorophenyl)-4-(5-hydroxy-5-(1-isopropyl-5-(trifluoromethyl)-1H-pyrazol-4-yl)octahydropentalen-2-yl)-1-methyl-1H-imidazole-5-carboxamide ClC=1C=C(C=CC1F)NC(=O)C1=C(N=CN1C)C1CC2CC(CC2C1)(C=1C=NN(C1C(F)(F)F)C(C)C)O